Dimethyl 2,2'-azobisbutyrate N(=NC(C(=O)OC)CC)C(C(=O)OC)CC